rac-3-(2-chloro-3-fluoro-6-((2-(trimethylsilyl)ethoxy)methoxy)phenyl)-4-nitrobutyric acid ethyl ester C(C)OC(C[C@@H](C[N+](=O)[O-])C1=C(C(=CC=C1OCOCC[Si](C)(C)C)F)Cl)=O |r|